Methyl (E)-3-(4-((6-hydroxy-2-(3-methylthiophene-2-carbonyl)benzo[b]thiophen-3-yl)oxy)phenyl)acrylate OC=1C=CC2=C(SC(=C2OC2=CC=C(C=C2)/C=C/C(=O)OC)C(=O)C=2SC=CC2C)C1